BrC=1C=2N(C=NC1)C=CN2 8-bromoimidazo[1,2-c]pyrimidine